Cl.C(C1=CC=CC=C1)[C@@](C(=O)O)(CC1=CC(=CC=C1)S(=O)(=O)C)N benzyl-(2s)-2-amino-3-(3-(methylsulfonyl)phenyl)propanoic acid hydrochloride